1-((dimethylamino)(dimethyliminio)methyl)-1H-[1,2,3]triazolo[4,5-b]pyridine 3-oxide hexafluorophosphate F[P-](F)(F)(F)(F)F.CN(C)C(N1N=[N+](C2=NC=CC=C21)[O-])=[N+](C)C